C/C(/C(=O)[O-])=C/C(=O)[O-].C/C(/C(=O)[O-])=C/C(=O)[O-].C(CCC)[Sn+4]CCCC dibutyltin bis(methyl maleate)